C(C)OC=1C=C(C(=O)O)C=CC1OCC 3,4-diethoxybenzoic acid